COC(=O)C=1C(=NC(=CC1C)Cl)C#N 6-Chloro-2-cyano-4-methylpyridine-3-carboxylic acid methyl ester